C(CCCCCCCCCCCCCCC)O[C@H]1[C@@H](O[C@@H]([C@H]1O)CO)N1C(=O)NC(=O)C=C1 O-hexadecyluridine